5-(2-ethoxy-3-pyridinyl)-3-methyl-N-[(2-methyl-oxazol-4-yl)methyl]-1-[1-methylpropyl]pyrazolo[4,3-b]pyridin-7-amine C(C)OC1=NC=CC=C1C1=CC(=C2C(=N1)C(=NN2C(CC)C)C)NCC=2N=C(OC2)C